[Br].CN1CN(C=C1)C 1,3-dimethylimidazole bromine